S1C(=CC2=C1C=CC=C2)C2=CC=C1C=CC(=CC1=C2)N(C2=CC=C(C=C2)C2=CC1=C(SC3=C1C=CC=C3)C=C2)C2=CC=C(C=C2)C=2SC3=C(N2)C=CC=C3 (7-benzothien-2-yl-naphthalen-2-yl)-(4-benzothiazol-2-yl-phenyl)-(4-dibenzothiophen-2-yl-phenyl)amine